C(C1=CC=CC=C1)OCC1=NN(C(N1CC)=O)C=1C=C2C(=NN(C(C2=CC1F)=O)C1=C(C=CC=C1F)Cl)C(=C)C 6-(3-((benzyloxy)methyl)-4-ethyl-5-oxo-4,5-dihydro-1H-1,2,4-triazol-1-yl)-2-(2-chloro-6-fluorophenyl)-7-fluoro-4-(prop-1-en-2-yl)phthalazin-1(2H)-one